FC1=C(C=CC(=C1)F)C1=C2C=NC(=NC2=CC(=C1)N1C[C@@H](OCC1)C1=CC(=NC=C1)C)C 5-(2,4-difluorophenyl)-2-methyl-7-((2S)-2-(2-methyl-4-pyridinyl)-4-morpholinyl)quinazoline